1-benzyl-4-(5-chloro-2-thienyl)piperidine-4-carbonitrile C(C1=CC=CC=C1)N1CCC(CC1)(C#N)C=1SC(=CC1)Cl